N[C@@H]1C2=CC=CC=C2CC12CCN(CC2)C=2N=CC(=NC2CO)C#CCC=2C=C(C=CC2)O (S)-3-(3-(5-(1-amino-1,3-dihydro-spiro[inden-2,4'-piperidin]-1'-yl)-6-(hydroxymethyl)pyrazin-2-yl)prop-2-yn-1-yl)phenol